C12C(OCC2CC1)=O 3-oxabicyclo[3.2.0]heptan-2-one